ClC1=CC=C(C=C1)S(=O)(=O)N1C(=C(C2=CC=CC=C12)C1=CC=CC=C1)SC 1-((4-chlorophenyl)sulfonyl)-2-(methylsulfanyl)-3-phenyl-1H-indole